CC1=CC(=CC=2N(C(=NC21)CN2CCN(CC2)C(C2=CC(=CC=C2)OC2=C(C=C(C=C2)C(C)C)C)=O)C[C@H]2OCC2)C(=O)OCC2=CC(=CC(=C2)C(C(C(C(F)(F)F)(F)F)(F)F)(F)F)C(C(C(C(F)(F)F)(F)F)(F)F)(F)F [3,5-bis(perfluorobutyl)]phenylmethanol Methyl-(S)-2-((4-(3-(4-isopropyl-2-methylphenoxy)benzoyl)piperazin-1-yl)methyl)-1-(oxetan-2-ylmethyl)-1H-benzo[d]imidazole-6-carboxylate